tert-butyl (R,Z)-2-(3-chloro-5-(5-fluoropyrimidin-2-yl)phenyl)-4-(3-chloroacryloyl)piperazine-1-carboxylate ClC=1C=C(C=C(C1)C1=NC=C(C=N1)F)[C@H]1N(CCN(C1)C(\C=C/Cl)=O)C(=O)OC(C)(C)C